(3-hydroxypropyl)-3,5-dinitro-1-naphthoic acid OCCCC1=C(C2=CC=CC(=C2C=C1[N+](=O)[O-])[N+](=O)[O-])C(=O)O